OC=1C(=CC(=C2C=CC=NC12)[N+](=O)[O-])C(NC(C1=CC=CC=C1)=O)C1=CC=C(C=C1)OC N-[(8-hydroxy-5-nitroquinolin-7-yl)(4-methoxyphenyl)methyl]benzamide